BrC1=NC(=CC(=C1)C1(CC(C1)C)C(=O)NN)OC(F)F 1-(2-bromo-6-(difluoromethoxy)pyridin-4-yl)-3-methylcyclobutane-1-carboxylic acid hydrazide